FC([C@H]1CN(CCN1)C1=CC(=CC(=C1C#N)F)CC(C)C)F 6-((3R)-3-(difluoromethyl)piperazin-1-yl)-2-fluoro-4-isobutylbenzonitrile